2-hexyl-2-methyl-7-(trifluoromethyl)chroman-4-one C(CCCCC)C1(OC2=CC(=CC=C2C(C1)=O)C(F)(F)F)C